1,1'-dihydroxyl-5,5'-bitetrazole dihydroxyl-amine salt ONO.ON1N=NN=C1C1=NN=NN1O